butyl-imidazole sulfate S(=O)(=O)(O)O.C(CCC)C=1NC=CN1